N1(CC=CC2=CC=CC=C12)O Quinoline-1-ol